methyl 2-fluoro-2-methyl-propanoate FC(C(=O)OC)(C)C